C1=CC=CC=2C3=CC=CC=C3N(C12)C=1C=C(C=CC1)N1C2=CC=C(C=C2C=2C=C(C=CC12)C#N)C#N 9-(3-(9H-carbazol-9-yl)phenyl)-9H-carbazole-3,6-dinitrile